(4R)-1-methyl-4-prop-1-en-2-ylcyclohex-1-ene CC1=CC[C@@H](CC1)C(=C)C